C(C1=CC=CC=C1)[C@H]1N(CCSC1)C1=NC=C2C(=N1)N(N=C2I)C (R)-3-Benzyl-4-(3-iodo-1-methyl-1H-pyrazolo[3,4-d]pyrimidin-6-yl)thiomorpholine